ClC1=C(C=C(C=C1)N1CC(C2=NC(=CC=C21)C(=O)N2C(CN(CC2)C2=CC=C(C=N2)C(C(=O)OC)C)(C)C)(C)C)F methyl 2-(6-(4-(1-(4-chloro-3-fluorophenyl)-3,3-dimethyl-2,3-dihydro-1H-pyrrolo[3,2-b]pyridine-5-carbonyl)-3,3-dimethylpiperazin-1-yl)pyridin-3-yl)propanoate